(3-Acryloyloxypropyl)methyl-diethoxysilane C(C=C)(=O)OCCC[Si](OCC)(OCC)C